ClC1=CC=C(C=N1)C[N+]1=C2N(C(C(=C1)C1=CNC3=CC=CC=C13)=O)C=CC=C2 1-((6-chloropyridin-3-yl)methyl)-3-(1H-indol-3-yl)-4-oxo-4H-pyrido[1,2-a]pyrimidinium